(R)-4-(3-(hydroxymethyl)pyrrolidin-1-yl)-1-(o-tolyl)-7-(trifluoromethyl)-pyrido[2,3-d]pyrimidin-2(1H)-one OC[C@H]1CN(CC1)C=1C2=C(N(C(N1)=O)C1=C(C=CC=C1)C)N=C(C=C2)C(F)(F)F